3-O-beta-D-galactosyl-sn-glycerol [C@@H]1([C@H](O)[C@@H](O)[C@@H](O)[C@H](O1)CO)OC[C@@H](CO)O